3-(7-morpholino-5-(3-(m-tolyl)-1H-pyrazol-1-yl) pyrazolo[1,5-a]Pyrimidin-2-yl)-1H-pyrazole-1-carboxylate O1CCN(CC1)C1=CC(=NC=2N1N=C(C2)C2=NN(C=C2)C(=O)[O-])N2N=C(C=C2)C=2C=C(C=CC2)C